N-(2-chloro-4-methylpyridin-3-yl)-5-fluoro-4-(3-oxo-5,6-dihydro-3H-[1,2,4]triazolo[3,4-c][1,4]oxazin-2(8H)-yl)-2-{[(2S)-1,1,1-trifluoropropan-2-yl]oxy}benzamide ClC1=NC=CC(=C1NC(C1=C(C=C(C(=C1)F)N1N=C2COCCN2C1=O)O[C@H](C(F)(F)F)C)=O)C